malic acid, phosphate salt P(=O)(O)(O)O.C(C(O)CC(=O)O)(=O)O